COCC1C(N1)C(=O)[O-] 3-(methoxymethyl)aziridine-2-carboxylate